ClC1=CC=C2C=C(N(C2=C1)C1=C(C=CC=C1)[Si](C)(C)C)[Si](C)(C)C 6-chloro-2-(trimethylsilyl)-1-(2-(trimethylsilyl)phenyl)-1H-indole